4-{[6-(5-chloro-2-fluorophenyl)-2H,3H,4H-pyrido[3,2-b][1,4]-oxazin-8-yl]amino}-N-[2-(4-methanesulfonylpiperazin-1-yl)-ethyl]pyridine-3-carboxamide ClC=1C=CC(=C(C1)C=1C=C(C=2OCCNC2N1)NC1=C(C=NC=C1)C(=O)NCCN1CCN(CC1)S(=O)(=O)C)F